ClC1=C(C=CC(=C1)Cl)N1N=C(C(=C1C1=CC=C(C=C1)C(NO)=O)C)C(=O)NN1CCCCC1 1-(2,4-Dichlorophenyl)-5-(4-(Hydroxycarbamoyl)Phenyl)-4-Methyl-N-(Piperidin-1-Yl)-1H-Pyrazole-3-Carboxamide